2-((3-aminophenyl)amino)-5-nitrobenzoic acid NC=1C=C(C=CC1)NC1=C(C(=O)O)C=C(C=C1)[N+](=O)[O-]